tert-butyl 3-(4-(4-oxobutoxy)pyridin-3-yl)azetidine-1-carboxylate O=CCCCOC1=C(C=NC=C1)C1CN(C1)C(=O)OC(C)(C)C